Br[NH+]1CCNCC1 1-bromopiperazinium